CN(C)CC1=CC(=C(S1)S(=O)(=O)N)F 5-[(dimethylamino)methyl]-3-fluorothiophene-2-sulfonamide